3,3-bismaleimidophenyl-phenylphosphine oxide C1(C=CC(N1C1(CC(=CC=C1)P(C1=CC=CC=C1)=O)N1C(C=CC1=O)=O)=O)=O